ClCC=1C=2N(C=C(C1)C1CC1)C=C(N2)CNC(OC(C)(C)C)=O tert-butyl ((8-(chloromethyl)-6-cyclopropylimidazo[1,2-a]pyridin-2-yl)methyl)carbamate